(S)-1-amino-1'-(6-amino-5-((2-amino-3-chloropyridin-4-yl)thio)pyrazin-2-yl)-3H-spiro[indolizine-2,4'-piperidin]-7(1H)-one N[C@@H]1C2=CC(C=CN2CC12CCN(CC2)C2=NC(=C(N=C2)SC2=C(C(=NC=C2)N)Cl)N)=O